FC1=C2C(NC(=NC2=C(C=C1)C)CS[C@@H]1CC[C@@H](CC1)O)=O 5-fluoro-2-(((cis-4-hydroxycyclohexyl)thio)methyl)-8-methylquinazolin-4(3H)-one